6-chloro-N-(3-cyclopropyl-1-methyl-1H-pyrazol-5-yl)-7-[1-(oxetan-3-yl)piperidin-4-yl]quinazolin-2-amine ClC=1C=C2C=NC(=NC2=CC1C1CCN(CC1)C1COC1)NC1=CC(=NN1C)C1CC1